ClC1=CC=C(C(=O)OC2=CC(=C(C=C2)[C@@](CN2N=CN=C2)(C)O)C(F)(F)F)C=C1 (2R)-2-[4-(4-chlorobenzoyloxy)-2-(trifluoromethyl)phenyl]-1-(1H-1,2,4-triazol-1-yl)propan-2-ol